ClC1=C(C=CC=C1)NC=1C=C2C(=CN1)N(N=C2)C=2C=C(SC2)C(=O)NCCOC 4-(5-((2-chlorophenyl)amino)-1H-pyrazolo[3,4-c]pyridin-1-yl)-N-(2-methoxyethyl)thiophene-2-carboxamide